7,11-dimethyltridec-10-en-2,5-dione CC(CC(CCC(C)=O)=O)CCC=C(CC)C